CN1C(N(C(C2=C1C=CN2[C@H](C(=O)NC=2SC=C(N2)C=2C=NC(=NC2)N2CCCCC2)C)=O)C)=O (S)-2-(1,3-dimethyl-2,4-dioxo-1,2,3,4-tetrahydro-5H-pyrrolo[3,2-D]pyrimidin-5-yl)-N-(4-(2-(piperidin-1-yl)pyrimidin-5-yl)thiazol-2-yl)propionamide